COC=1C=C(C=CC1NCC#CC=1N(C2=CC=CC(=C2C1)NC1CCC(CC1)N1CC(C1)S(=O)(=O)C)CC(F)(F)F)S(=O)(=O)N 3-methoxy-4-((3-(4-(((1S,4S)-4-(3-(methyl-sulfonyl)azetidin-1-yl)cyclohexyl)amino)-1-(2,2,2-trifluoro-ethyl)-1H-indol-2-yl)prop-2-yn-1-yl)amino)benzenesulfonamide